3-methyl-6-phenyl-7-(4-methoxybenzoyl)-6,7-dihydro-5H-[1,2,4]triazolo[3,4-b][1,3,4]thiadiazine CC1=NN=C2SC(C(NN21)C2=CC=CC=C2)C(C2=CC=C(C=C2)OC)=O